C(C)(C)(C)OC(=O)N1CC(C1)N1N=C(C2=NC=CC(=C21)Cl)C2=CC=C(C=C2)C(F)(F)F 3-(7-Chloro-3-(4-(trifluoromethyl)phenyl)-1H-pyrazolo[4,3-b]pyridin-1-yl)azetidine-1-carboxylic acid tert-butyl ester